3-(1-hydroxypropan-2-yl)-8-(pyridin-3-yl)-6-(4-(trifluoromethoxy)phenyl)pyrido[3,4-d]pyrimidin-4(3H)-one OCC(C)N1C=NC2=C(C1=O)C=C(N=C2C=2C=NC=CC2)C2=CC=C(C=C2)OC(F)(F)F